C(C)(C)C=1C=C(C=CC1)C([C@H](C)NC([C@H](C)NC(=O)C1=NC=CC(=C1OC(C(C)C)=O)OC)=O)C1=CC(=CC=C1)C(C)C.C1(CC2C(CC1)O2)CCC[Si](OCC)(OCC)OCC gamma-(3,4-epoxycyclohexyl)propyl-triethoxysilane 2-(((S)-1-(((S)-1,1-bis(3-isopropylphenyl)propan-2-yl)amino)-1-oxopropan-2-yl)carbamoyl)-4-methoxypyridin-3-yl-isobutyrate